ClC=1C=C(CC2=NOC(=N2)CC(C(=O)O)=C)C=CC1C(F)(F)F 2-((3-(3-chloro-4-(trifluoromethyl)benzyl)-1,2,4-oxadiazol-5-yl)methyl)acrylic acid